sodium dodecyl p-benzenesulfonate C1=CC=C(C=C1)S(=O)(=O)OCCCCCCCCCCCC.[Na]